C1(=CC=CC=C1)C(\C=C\NCCC)=O (E)-1-phenyl-3-(propylamino)prop-2-en-1-one